(4-iodo-3-methylisoxazol-5-yl)methanol IC=1C(=NOC1CO)C